ClC1=CC=C2C(=NC=3N(C2=C1)C=NN3)N(C=3C=C(C=CC3)C3=CC=CC1=C3C(NC3=C(O1)C=CC=C3)=O)C (3-((8-chloro-[1,2,4]triazolo[4,3-a]quinazolin-5-yl)(methyl)amino)phenyl)dibenzo[b,f][1,4]oxazepin-11(10H)-one